3-fluoro-3-methyl-5-phenyl-1-pentene FC(C=C)(CCC1=CC=CC=C1)C